C(C1=CC=CC=C1)N(CC1=CC=CC=C1)C[C@@H]1OC=C(CC1)C (R)-N,N-dibenzyl-1-(5-methyl-3,4-dihydro-2H-pyran-2-yl)methylamine